(4,6-difluorophenyl)-pyridine FC1=CC=C(C(=C1)F)C1=NC=CC=C1